7-Chloro-N-[(3-fluorophenyl)-methyl]-1,4-dimethyl-2-oxo-1H-quinoline-3-carboxylic acid amide ClC1=CC=C2C(=C(C(N(C2=C1)C)=O)C(=O)NCC1=CC(=CC=C1)F)C